6''-((6-AMINOPYRIMIDIN-4-YL)AMINO)-8''-METHYL-2''H-DISPIRO[CYCLOPROPANE-1,1'-CYCLOHEXANE-4',3''-IMIDAZO[1,5-A]PYRIDIN] NC1=CC(=NC=N1)NC=1C=C(C=2N(C1)C1(NC2)CCC2(CC1)CC2)C